CC(CC)(CC)OC(=O)C1C2C3C4C=CC(C3C(C1)C2)C4 8-(3-methyl-3-pentyloxycarbonyl)-tetracyclo[4.4.0.12,5.17,10]-3-dodecene